(1S,3R,4S)-2-((3-chloro-2-methylphenyl)glycyl)-5,5-difluoro-N-((S,Z)-4-fluoro-4-(methylsulfonyl)-1-((S)-2-oxopyrrolidin-3-yl)but-3-en-2-yl)-2-azabicyclo[2.2.2]octane-3-carboxamide ClC=1C(=C(C=CC1)NCC(=O)N1[C@@H]2CC([C@H]([C@@H]1C(=O)N[C@@H](C[C@H]1C(NCC1)=O)\C=C(/S(=O)(=O)C)\F)CC2)(F)F)C